C=C(O)OCCCCC 2-methylene-1,3-dioxaoctane